6-(3-{[(tert-butoxy)carbonyl]amino}propyl)-1,3-diethyl-1H-1,3-benzodiazol-3-ium formate C(=O)[O-].C(C)(C)(C)OC(=O)NCCCC=1C=CC2=C(N(C=[N+]2CC)CC)C1